C(#N)C=1C=C(C(=C2CCCC12)NC(=O)N=[S@](=O)(N)C=1C=NN2C1OCCC2)C2CC2 (R)-N'-((7-cyano-5-cyclopropyl-2,3-dihydro-1H-inden-4-yl)carbamoyl)-6,7-dihydro-5H-pyrazolo[5,1-b][1,3]oxazine-3-sulfonimidamide